ClC=1C(=CC(=C(C1)S(=O)(=O)NC=1SC=CN1)F)N[C@@H](COC)C1=CC=CC=C1 (R)-5-chloro-2-fluoro-4-((2-methoxy-1-phenylethyl)amino)-N-(thiazol-2-yl)benzenesulfonamide